2-[3-[[4-[[4-(trifluoromethyl)phenyl]methyl]pyrazolo[1,5-a]pyridine-3-carbonyl]amino]cyclopentyl]acetic acid FC(C1=CC=C(C=C1)CC=1C=2N(C=CC1)N=CC2C(=O)NC2CC(CC2)CC(=O)O)(F)F